BrCC1(CC=C(C=C1)C=1C(=CC=CC1)C(=O)[O-])CBr 4',4'-dibromomethylbiphenyl-2-carboxylate